C12C3C(C(CC1)CC2)C(=O)OC3=O trans-bicyclo[2.2.2]octane-2,3-dicarboxylic anhydride